5-((4-(1-(4-((5-chloro-4-((2-(dimethylphosphono)phenyl)amino)pyrimidin-2-yl)amino)-3-methoxyPhenyl)piperidin-4-yl)piperazin-1-yl)methyl)-2-(2,6-dioxopiperidin-3-yl)-4-fluoroisoindoline ClC=1C(=NC(=NC1)NC1=C(C=C(C=C1)N1CCC(CC1)N1CCN(CC1)CC=1C(=C2CN(CC2=CC1)C1C(NC(CC1)=O)=O)F)OC)NC1=C(C=CC=C1)P(=O)(OC)OC